OC(C(=O)N1[C@H]([C@H](CC1)NS(=O)(=O)C)CO[C@@H]1CC[C@@H](CC1)C1=CC=CC=C1)(C)C N-(cis-1-(2-hydroxy-2-methylpropanoyl)-2-(((cis-4-phenylcyclohexyl)oxy)methyl)pyrrolidin-3-yl)methanesulfonamide